C(C)C1=CC=C(C(=O)NN(C(C)(C)C)C(C2=CC(=CC(=C2)C)C)=O)C=C1 N-(4-ethylbenzoyl)-N'-(3,5-dimethylbenzoyl)-N'-t-butylhydrazine